FC=1C=CC=C2C(=NNC12)C=C 7-fluoro-3-vinyl-1H-indazole